NC1=NC=CC(=C1Cl)SC1=CN=C(C(=N1)C(=O)N)N1CCC2(CC1)[C@@H](C1=CC(=C(C=C1C2)C)C)N (S)-6-((2-amino-3-chloropyridin-4-yl)thio)-3-(1-amino-5,6-dimethyl-1,3-dihydrospiro[indene-2,4'-piperidine]-1'-yl)pyrazine-2-carboxamide